2,4,6-tri(3,5-dibenzyl-2,6-dihydroxyphenyl)triazine C(C1=CC=CC=C1)C=1C(=C(C(=C(C1)CC1=CC=CC=C1)O)N1NC(=CC(=N1)C1=C(C(=CC(=C1O)CC1=CC=CC=C1)CC1=CC=CC=C1)O)C1=C(C(=CC(=C1O)CC1=CC=CC=C1)CC1=CC=CC=C1)O)O